9,9-dimethyl-9H-fluorene-3-d CC1(C2=CC=CC=C2C=2C=C(C=CC12)[2H])C